N[C@@H]([C@@H](C(=O)N[C@H](C(=O)O)CC1=CC=C(C=C1)F)O)CC1=CC=CC=C1 (S)-2-((2S,3R)-3-amino-2-hydroxy-4-phenylbutanamido)-3-(4-fluorophenyl)propanoic acid